OC1=C(C=C(OCC=2C=NC(=NC2)C2=CN(C3=CC=CC=C23)C(=O)OC(C)(C)C)C=C1)C(=O)OC tert-Butyl 3-(5-((4-hydroxy-3-(methoxycarbonyl)phenoxy)methyl)pyrimidin-2-yl)-1H-indole-1-carboxylate